C(C)N(S(=O)(=O)C1=CC=C2CCN(CC2=C1)C(C(C)(C)F)=O)[C@@H](C)C1=CC=C(C=C1)F (S)-N-ethyl-2-(2-fluoro-2-methylpropanoyl)-N-(1-(4-fluorophenyl)ethyl)-1,2,3,4-tetrahydroisoquinoline-7-sulfonamide